CO[C@@H]([C@@H](C(=O)N1[C@@H]([C@H]2C([C@H]2C1)(C)C)C(=O)O)NC(C(F)(F)F)=O)C (1R,2S,5S)-3-[(2S,3R)-3-methoxy-2-[(2,2,2-trifluoroacetyl)amino]butanoyl]-6,6-dimethyl-3-azabicyclo[3.1.0]hexane-2-carboxylic acid